C(#N)C1=C(C=C2C(=C(NC2=C1)C(=O)O)C)F 6-cyano-5-fluoro-3-methyl-1H-indole-2-carboxylic acid